3-(6-(6-(difluoromethyl)imidazo[1,2-b]pyridazin-3-yl)pyrimidin-4-yl)-6-oxa-3-azabicyclo[3.1.1]heptane FC(C=1C=CC=2N(N1)C(=CN2)C2=CC(=NC=N2)N2CC1OC(C2)C1)F